BrC1=CC=C2C(NC(NC2=C1)=O)(C(F)(F)F)C#CC1CC1 7-bromo-4-(cyclopropylethynyl)-4-(trifluoromethyl)-3,4-dihydroquinazolin-2(1H)-one